C12CN(CC(CC1)N2)C=2SC1=C(N2)C=CC(=C1)C(=O)N[C@H]1CCOC2=CC=CC=C12 2-(3,8-diazabicyclo[3.2.1]octan-3-yl)-N-((S)-chroman-4-yl)benzo[d]thiazole-6-carboxamide